C[Si](N(C)C)(C)C N-(trimethylsilyl)-N,N-dimethylamine